NC1=C(C=C(C=N1)NC(C(=O)N1C(CCC(C1)C)C=1C=C2C3(C(NC2=C(C1)Cl)=O)CC3)=O)CC N-(6-amino-5-ethylpyridin-3-yl)-2-(2-(7'-chloro-2'-oxospiro[cyclopropan-1,3'-indol]-5'-yl)-5-methylpiperidin-1-yl)-2-oxoacetamide